The molecule is the D-enantiomer of argininium(1+). It has a role as a human metabolite. It is a conjugate base of a D-argininium(2+). It is a conjugate acid of a D-arginine. It is an enantiomer of a L-argininium(1+). C(C[C@H](C(=O)[O-])[NH3+])C[NH+]=C(N)N